COC=1C=C(C=C(C1)C(F)(F)F)N1CCN(CC1)S(=O)(=O)C1=CC=C(C=C1)NC(C1=C(C=CC=C1)N(S(=O)(=O)C)C)=O N-(4-((4-(3-methoxy-5-(trifluoromethyl)phenyl)piperazin-1-yl)sulfonyl)phenyl)-2-(N-methylmethylsulfonamido)benzamide